(S)-(1-(5-chloro-2-ethoxybenzyl)pyrrolidin-2-yl)methanamine Hydrochloride Cl.ClC=1C=CC(=C(CN2[C@@H](CCC2)CN)C1)OCC